COCCCN1C[C@@H]([C@H](CC1)NC(=O)C1=CC(=CC=2N(C=NC21)CC(F)(F)F)C#CCNC=2C(OC)=CC(=C(C2)C(NC)=O)F)C N-[(3S,4S)-1-(3-methoxypropyl)-3-methyl-4-piperidyl]-6-{3-[4-(N-methylcarbamoyl)-5-fluoro-2-anisidino]-1-propynyl}-1-(2,2,2-trifluoroethyl)-1H-1,3-benzimidazole-4-carboxamide